5-propyl-decyne C(CC)C(CCC#C)CCCCC